CN1N=C(C2=CC=C(C=C12)[N+](=O)[O-])C(C(=O)O)C 2-(1-methyl-6-nitro-indazol-3-yl)propanoic acid